cyclopenta[1,2-g:4,3-g']bisbenzofuran O1CC=C2C1=C1C(C=C2)=CC=2C1=C1C(C=CO1)=CC2